N-[(phenylmethoxy)carbonyl]-L-leucyl-N-[(1S)-1-formyl-3-methylbutyl]L-leucinamide C1(=CC=CC=C1)COC(=O)N[C@@H](CC(C)C)C(=O)N[C@@H](CC(C)C)C(=O)N[C@@H](CC(C)C)C=O